C(#N)C1=CC(=C(COC2=CC=CC(=N2)C2CCN(CC2)CC=2N(C3=C(N2)C=C(C2=C3OCCO2)C(=O)OC)C[C@H]2OCC2)C=C1)F Methyl (S)-2-((4-(6-((4-cyano-2-fluorobenzyl)oxy)pyridin-2-yl)piperidin-1-yl)methyl)-1-(oxetan-2-ylmethyl)-7,8-dihydro-1H-[1,4]dioxino[2',3':3,4]benzo[1,2-d]imidazole-5-carboxylate